6-((2R,3R)-2-benzyl-3-methoxypyrrolidin-1-yl)-4-morpholinopyridin-2(1H)-one C(C1=CC=CC=C1)[C@H]1N(CC[C@H]1OC)C1=CC(=CC(N1)=O)N1CCOCC1